dioctyltin diisononyl-3-mercaptopropionate C(CCCCCC(C)C)C(C(=O)[O-])(CS)CCCCCCC(C)C.C(CCCCCCC)[Sn+2]CCCCCCCC.C(CCCCCC(C)C)C(C(=O)[O-])(CS)CCCCCCC(C)C